benzyl (1-(3-(1-(2-(2,6-dioxopiperidin-3-yl)-1,3-dioxoisoindolin-4-yl)-4-hydroxypiperidin-4-yl)propioloyl)piperidin-4-yl)carbamate O=C1NC(CCC1N1C(C2=CC=CC(=C2C1=O)N1CCC(CC1)(O)C#CC(=O)N1CCC(CC1)NC(OCC1=CC=CC=C1)=O)=O)=O